OC[C@@H]1[C@@H]([C@@H]2CN(CCCCN12)C(=O)NC1=CC=C(C=C1)OC)C1=CC=C(C=C1)C#CC=1C=NC=CC1 (8R,9R,10S)-10-(hydroxymethyl)-N-(4-methoxyphenyl)-9-(4-(pyridin-3-ylethynyl)phenyl)-1,6-diazabicyclo[6.2.0]decane-6-carboxamide